Cl.C(#N)C1=CC=C(N=N1)N1CC([C@@H](CC1)NC1=C(C=NC=2N1N=C(C2)C2=NC(=CC=C2)OC)C(=O)N)(C)C (R)-7-((1-(6-cyanopyridazin-3-yl)-3,3-dimethylpiperidin-4-yl)amino)-2-(6-methoxypyridin-2-yl)pyrazolo[1,5-a]pyrimidine-6-carboxamide hydrochloride